C(#N)C=1C=C2C(=NC1)N(C=C2)C2=CC(=C(C=N2)C(=O)NC2CCC(CC2)C(NCCOCCO)=O)NC(C)C 6-{5-cyano-1H-pyrrolo[2,3-b]pyridin-1-yl}-4-[(propan-2-yl)amino]-N-[(1r,4r)-4-{[2-(2-hydroxyethoxy)ethyl]carbamoyl}cyclohexyl]pyridine-3-carboxamide